2-((2-(Methylthio)benzyl)oxy)tetrahydro-2H-pyran CSC1=C(COC2OCCCC2)C=CC=C1